benzylzinc chloride [Cl-].C(C1=CC=CC=C1)[Zn+]